FN1OC(=C(O1)OC(F)(F)F)F perfluoro(4-methoxy-1,3-dioxazole)